Alpha-(1-methylundecyl)naphthalene CC(CCCCCCCCCC)C1=CC=CC2=CC=CC=C12